FC1=C(C(=CC=C1)F)C(C(=O)O)(CC=O)C1=CC(=CC(=C1)OC)OC (2,6-difluorophenyl)-3,5-dimethoxy-γ-oxophenylbutyric acid